Ethyl 5-chloro-7,8-dihydro-6H-pyrazolo[1,5-a]pyrrolo[3,2-e]pyrimidine-3-carboxylate ClC1=NC=2N(C3=C1CCN3)N=CC2C(=O)OCC